C[C@@H]1CC[C@H](CC1)N(C(=O)CNC(OC(C)(C)C)=O)C=1C=C2C=CC3(CCOCC3)C2=CC1 tert-Butyl N-{(S)-[(trans-4-methylcyclohexyl)(spiro[indene-1,4'-oxane]-5-yl)carbamoyl]-methyl}carbamate